tert-butyl (2R,5R)-4-methoxy-5-methyl-2-[4-(4-methylpiperazin-1-yl)phenyl]piperidine-1-carboxylate COC1C[C@@H](N(C[C@H]1C)C(=O)OC(C)(C)C)C1=CC=C(C=C1)N1CCN(CC1)C